3-(methylphenylamino)-2-cyclohexen-1-one CN(C1=CC(CCC1)=O)C1=CC=CC=C1